N-(5-triethoxysilyl-2-aza-2-methyl-pentyl)-N,N',N',N'',N''-pentakis-phenoxymethyl-[1,3,5]triazine-2,4,6-triamine C(C)O[Si](CCCN(CN(C1=NC(=NC(=N1)N(COC1=CC=CC=C1)COC1=CC=CC=C1)N(COC1=CC=CC=C1)COC1=CC=CC=C1)COC1=CC=CC=C1)C)(OCC)OCC